2-((1R,4S)-2-azabicyclo[2.2.1]hept-2-yl)-N-(3-fluoro-5-methyl-4-(3-(1-methyl-1H-pyrazol-4-yl)-1H-pyrazolo[3,4-c]pyridin-5-yl)phenyl)acetamide [C@@H]12N(C[C@@H](CC1)C2)CC(=O)NC2=CC(=C(C(=C2)C)C=2C=C1C(=CN2)NN=C1C=1C=NN(C1)C)F